1-methoxypropan-2-one COCC(C)=O